C(#N)C=1C(=CC2=C(N(C([C@H](CS2(=O)=O)NC(OC(C)(C)C)=O)=O)CC2=CC=C(C=C2)OC(F)(F)F)C1)F tert-butyl N-[(3R)-7-cyano-8-fluoro-1,1,4-trioxo-5-[[4-(trifluoromethoxy)phenyl]methyl]-2,3-dihydro-1λ6,5-benzothiazepin-3-yl]carbamate